((2-(azetidin-1-ylmethyl)-6-fluorobenzyl)amino)-5-chloro-2-fluoro-N-(thiazol-4-yl)benzenesulfonamide 2,2,2-trifluoroacetate FC(C(=O)O)(F)F.N1(CCC1)CC1=C(CNC=2C(=C(C=C(C2)Cl)S(=O)(=O)NC=2N=CSC2)F)C(=CC=C1)F